ClC=1C=C(C#N)C=C(N1)OC 2-chloro-6-methoxyisonicotinonitrile